BrC=1C=C2C=C(C(N(C2=NC1)CC1=CC=C(C=C1)F)=O)C(=O)NC1CC2(C1)CCC2 6-bromo-1-[(4-fluorophenyl)methyl]-2-oxo-N-spiro[3.3]heptan-2-yl-1,8-naphthyridine-3-carboxamide